Cl.Cl.[C@H]12CN(C[C@H](CC1)N2)C2=CC(=NC1=C(C(=C(C=C21)Cl)C2=CC(=CC1=CC=CC=C21)O)F)OCCCNCC 4-((S or R)-4-((1R,5S)-3,8-diazabicyclo[3.2.1]octan-3-yl)-6-chloro-2-(3-(ethylamino)propoxy)-8-fluoro-quinolin-7-yl)naphthalen-2-ol dihydrochloride